8-butoxymethoxy-1,3,5-trimethyloctylmagnesium iodide C(CCC)OCOCCCC(CC(CC(C)[Mg]I)C)C